ClC1=CC=C(C=C1)C1=N[C@H](C=2N(C3=C1C(=C(S3)C)C)C(=NN2)C)CC(=O)NCCCCCCCCNC=2C(=C(C(=O)NC=3SC(=C(N3)C)C)C=CC2)C (S)-3-((8-(2-(4-(4-chlorophenyl)-2,3,9-trimethyl-6H-thieno[3,2-f][1,2,4]triazolo[4,3-a][1,4]diazepin-6-yl)acetamido)octyl)amino)-N-(4,5-dimethylthiazol-2-yl)-2-methylbenzamide